3-((Boc) amino)-1-(6-methylpyridin-2-yl)-1H-pyrazol-5-yl trifluoromethanesulfonate FC(S(=O)(=O)OC1=CC(=NN1C1=NC(=CC=C1)C)NC(=O)OC(C)(C)C)(F)F